5-(4-(3-methoxycarbonyl-4-hydroxyphenylaminocarbonyl)-2,5-dibenzyloxybenzoylamino)-2-hydroxybenzoic acid methyl ester COC(C1=C(C=CC(=C1)NC(C1=C(C=C(C(=C1)OCC1=CC=CC=C1)C(=O)NC1=CC(=C(C=C1)O)C(=O)OC)OCC1=CC=CC=C1)=O)O)=O